4-bromo-2-fluoro-6-isobutyrylbenzoic acid BrC1=CC(=C(C(=O)O)C(=C1)C(C(C)C)=O)F